C(CCCCCCCCCCC)(=O)O (2E)-dodecanoic acid